[3-fluoro-5-(1,1,2,2,3,3,3-heptafluoropropyl)-2-pyridyl]-2-[1-[(1-methyl-5-oxo-pyrrolidin-3-yl)methyl]tetrazol-5-yl]sulfanyl-5-nitro-benzamide FC=1C(=NC=C(C1)C(C(C(F)(F)F)(F)F)(F)F)C=1C(=C(C(=O)N)C=C(C1)[N+](=O)[O-])SC1=NN=NN1CC1CN(C(C1)=O)C